CC1=C(C=C(C2=C1CCO2)C(=O)N[C@H]2CCOC[C@@H]2O)CC2=CC=C(C=C2)C=2SC=C(N2)C 1,5-anhydro-2,3-dideoxy-3-[(4-methyl-5-{[4-(4-methyl-1,3-thiazol-2-yl)phenyl]methyl}-2,3-dihydro-1-benzofuran-7-carbonyl)amino]-L-threo-pentitol